C(CCCCCCCCC(=O)O)(=O)O.CC1(NC(CC(C1)O)(C)C)C.CC1(NC(CC(C1)O)(C)C)C bis(2,2,6,6-tetramethyl-4-hydroxypiperidine) sebacate